2-Ethoxy-6-methoxybenzenesulfonyl chloride C(C)OC1=C(C(=CC=C1)OC)S(=O)(=O)Cl